FC(/C(=C(/C(C(F)F)F)\F)/F)(F)F (E)-1,1,1,2,3,4,5,5-octafluoropent-2-ene